Cl.CCC(C(=O)O)(C)C1=NC=CC(=C1)N methyl-(4-aminopyridin-2-yl)-2-methylpropionate hydrochloride